3,7-Dimethyloctyl (E)-3-(quinolin-6-yl)acrylate N1=CC=CC2=CC(=CC=C12)/C=C/C(=O)OCCC(CCCC(C)C)C